C(=O)(O)CCCCC1SC[C@@H]2N(C(N[C@@H]21)=O)C(=O)O (3aS,6aR)-4-(4-carboxybutyl)-2-oxohexahydro-1H-thieno[3,4-d]imidazole-1-carboxylic acid